ClC=1N=C2C(=NC1)N(C=C2C2=NC(=CC(=N2)N[C@@H]2[C@H](C1CCC2CC1)C(=O)OCC)C=1SC=CC1)C(C1=CC=CC=C1)(C1=CC=CC=C1)C1=CC=CC=C1 (2S,3S)-ethyl 3-((2-(2-chloro-5-trityl-5H-pyrrolo[2,3-b]pyrazin-7-yl)-6-(thiophen-2-yl) pyrimidin-4-yl)amino)bicyclo[2.2.2]octane-2-carboxylate